FCCN1N=CC(=N1)COCC1=CC=C(C#N)C=C1 4-(((2-(2-fluoroethyl)-2H-1,2,3-triazol-4-yl)methoxy)methyl)benzonitrile